(1-aminocyclopropyl)methyl (trans-4-((4-(1-(difluoromethyl)-1H-pyrazol-3-yl)-5-(trifluoromethyl)pyrimidin-2-yl)amino)cyclohexyl)(5-(2-methoxypyrimidin-5-yl)pyrazin-2-yl)carbamate FC(N1N=C(C=C1)C1=NC(=NC=C1C(F)(F)F)N[C@@H]1CC[C@H](CC1)N(C(OCC1(CC1)N)=O)C1=NC=C(N=C1)C=1C=NC(=NC1)OC)F